2-((1-(6-Methyl-2-(2-methyl-2H-pyrazolo[3,4-c]pyridin-5-yl)-4-oxo-4H-chromen-8-yl)ethyl)amino)benzene CC=1C=C2C(C=C(OC2=C(C1)C(C)NC1=CC=CC=C1)C1=CC=2C(C=N1)=NN(C2)C)=O